CC(C)([S@@](=O)NC1(COC1)C1=C(C=C(C=C1)CC(=O)OCC)F)C |r| 1-(±)-Ethyl 2-(4-(3-(1,1-dimethylethylsulfinamido)oxetan-3-yl)-3-fluorophenyl)acetate